N-[3-(5-chloro-1,3-benzoxazol-2-yl)-1-bicyclo[1.1.1]pentanyl]-5-(cyclopropylmethylsulfinyl)furan-2-carboxamide ClC=1C=CC2=C(N=C(O2)C23CC(C2)(C3)NC(=O)C=3OC(=CC3)S(=O)CC3CC3)C1